ClC1=C(N)C(=CC=C1OC)C 2-chloro-3-methoxy-6-methyl-aniline